2-(3-cyclopropyl-1H-pyrazol-1-yl)-N-(4,4-difluorocyclohexyl)-6-(methoxymethyl)pyrimidin-4-amine C1(CC1)C1=NN(C=C1)C1=NC(=CC(=N1)NC1CCC(CC1)(F)F)COC